N1=CC=C2C=CC=3C(=C12)C=CC=NN3 diazepinoindole